FC1=C(C=CC=2N(C(=NC21)C=2C(=NON2)N)CC=2N=NC=CC2)F 4-(4,5-difluoro-1-(pyridazin-3-ylmethyl)-benzoimidazol-2-yl)-1,2,5-oxadiazol-3-amine